OC(C#CC1=C2C=C(N=CC2=C(N=C1)NC)NC(=O)C1CC1)(C)C N-(5-(3-hydroxy-3-methylbut-1-yn-1-yl)-8-(methylamino)-2,7-naphthyridin-3-yl)cyclopropanecarboxamide